FC=1C=C(C(=O)N2CC(C2)C(=O)NC2=CC(=CC=C2)NS(=O)(=O)C)C=CC1F 1-(3,4-difluorobenzoyl)-N-(3-(methylsulfonamido)phenyl)azetidine-3-carboxamide